BrC1=CC(=CC=2OC[C@@H]3N(C21)CCC3)F (R)-9-Bromo-7-fluoro-2,3,3a,4-tetrahydro-1H-benzo[b]pyrrolo[1,2-d][1,4]oxazine